2-({4-[4-(4-methylphenoxy)benzoyl]piperazin-1-yl}methyl)-1-{[(2S)-oxetan-2-yl]methyl}-1H-1,3-benzodiazole-6-carboxylic acid CC1=CC=C(OC2=CC=C(C(=O)N3CCN(CC3)CC3=NC4=C(N3C[C@H]3OCC3)C=C(C=C4)C(=O)O)C=C2)C=C1